(3-ethyloxetan-3-ylmethoxymethyl)biphenyl C(C)C1(COC1)COCC1=C(C=CC=C1)C1=CC=CC=C1